BrCC1=CC=C(C=C1)C1=CC=CC=C1 4-Bromomethyl-biphenyl